C(C1=CC=CC=C1)N1CCC(CC1)CCNC(=O)C1CCN(CC1)C1=NC=CC(=C1)C(F)(F)F N-[2-(1-benzylpiperidin-4-yl)ethyl]-1-[4-(trifluoromethyl)pyridin-2-yl]piperidine-4-carboxamide